COC(=O)C1(CC2=C(C(=NC(=C2C)OCC(=O)NC)C)C1)C(=O)OC 1,4-dimethyl-3-[2-(methylamino)-2-oxoethoxy]-5,7-dihydrocyclopenta[c]pyridine-6,6-dicarboxylic acid dimethyl ester